IC=1C=NC=CC1 3-iodopyridine